[Cl-].[Cl-].[NH4+].CC(C)(C)C.[NH4+] tetramethylmethane ammonium dichloride